C(C)C1=C(C(=O)P(C2=CC=CC=C2)(C2=CC=CC=C2)=O)C(=CC(=C1)CC)CC 2,4,6-triethylbenzoyldiphenylphosphine oxide